5-[2-hydroxy-3-(trimethylolmethylamino)-propoxy]-N-ethyl-2,N-dimethyl-1-(methylphenyl)indole-3-carboxamide OC(COC=1C=C2C(=C(N(C2=CC1)C1=C(C=CC=C1)C)C)C(=O)N(C)CC)CNC(CO)(CO)CO